N1=CC=C(C=C1)CNC(=O)C12CC3(CC(CC(C1)C3)C2)C2=CC=C(C=C2)Cl 3-(4-chlorophenyl)adamantane-1-carboxylic acid (pyridin-4-ylmethyl)amide